bis(4-tertiary butylbenzene) iodonium hexafluorophosphate F[P-](F)(F)(F)(F)F.[IH2+].C(C)(C)(C)C1=CC=CC=C1.C(C)(C)(C)C1=CC=CC=C1